4-[1-[[4-[2-(3-Trifluoromethoxyphenoxy)ethyl-methyl-amino]tetrahydropyran-4-carbonyl]amino]cyclopropyl]benzoic acid, hydrochloride Cl.FC(OC=1C=C(OCCN(C2(CCOCC2)C(=O)NC2(CC2)C2=CC=C(C(=O)O)C=C2)C)C=CC1)(F)F